C(#N)C1=C(CN2N=C(C=3CN(CC(C32)C)C(=O)OC(C)(C)C)C(=O)OCC)C=CC(=C1)F 5-(tert-butyl) 3-ethyl 1-(2-cyano-4-fluorobenzyl)-7-methyl-1,4,6,7-tetrahydro-5H-pyrazolo[4,3-c]pyridine-3,5-dicarboxylate